8-(4-(2-(1H-pyrazol-1-yl)ethoxy)phenyl)-6-chloro-1-methyl-9H-pyrido[3,4-b]indole N1(N=CC=C1)CCOC1=CC=C(C=C1)C=1C=C(C=C2C3=C(NC12)C(=NC=C3)C)Cl